C(C)(C)(C)OC(=O)N1[C@@H](C[C@H](C1)O)C(NCC1=CC=C(C=C1)C1=C(N=CS1)C)=O (2S,4R)-4-hydroxy-2-({[4-(4-methyl-1,3-thiazol-5-yl)phenyl]methyl}carbamoyl)pyrrolidine-1-carboxylic acid tert-butyl ester